N(=[N+]=[N-])C[C@H]([C@H]([C@@H]([C@H](C(=O)NCC(=O)N1CCC(CC1)CC1=CC=C(C=C1)N1C(=NN=C1C1=C(C=C(C(=C1)C(C)C)OCC1=CC=CC=C1)OCC1=CC=CC=C1)C(=O)NCC)O)O)O)O 4-(4-((1-(((2R,3S,4R,5R)-6-Azido-2,3,4,5-tetrahydroxyhexanoyl)glycyl)piperidin-4-yl)methyl)phenyl)-5-(2,4-bis(benzyloxy)-5-isopropylphenyl)-N-ethyl-4H-1,2,4-triazole-3-carboxamide